IC1=C(C(=O)O)C=C(C(=C1)OC)OC 2-iodo-4,5-dimethoxybenzoic acid